The molecule is a sialopentaosylceramide consisting of a alpha-Neu5Ac-(2->3)-beta-D-Gal-(1->3)-beta-D-GalNAc-(1->4)-[alpha-Neu5Ac-(2->3)]-beta-D-Gal-(1->4)-beta-D-Glucosyl unit attached to a Cer(d18:1/24:1(15Z)). It has a role as a mouse metabolite. CCCCCCCCCCCCC/C=C/[C@H]([C@H](CO[C@H]1[C@@H]([C@H]([C@@H]([C@H](O1)CO)O[C@H]2[C@@H]([C@H]([C@H]([C@H](O2)CO)O[C@H]3[C@@H]([C@H]([C@H]([C@H](O3)CO)O)O[C@H]4[C@@H]([C@H]([C@H]([C@H](O4)CO)O)O[C@@]5(C[C@@H]([C@H]([C@@H](O5)[C@@H]([C@@H](CO)O)O)NC(=O)C)O)C(=O)O)O)NC(=O)C)O[C@@]6(C[C@@H]([C@H]([C@@H](O6)[C@@H]([C@@H](CO)O)O)NC(=O)C)O)C(=O)O)O)O)O)NC(=O)CCCCCCCCCCCCC/C=C\\CCCCCCCC)O